3-Bromo-1-methyl-1H-pyrrolo[2,3-c]pyridin-5-amine BrC1=CN(C2=CN=C(C=C21)N)C